CN1C(N(C=2N=C(N(C2C1=O)C)S(=O)(=O)C)CC#CC1=CC(=CC=C1)NC)=O 1,7-dimethyl-3-(3-(3-(methylamino)phenyl)prop-2-yn-1-yl)-8-(methylsulfonyl)-3,7-dihydro-1H-purine-2,6-dione